C(CC(C)C)C1=CC2=C(OC[C@@H](C(N2C)=O)NC(=O)C2=NC=CC(=C2)OC2=CC=CC=C2)C=C1 (S)-N-(7-isopentyl-5-methyl-4-oxo-2,3,4,5-tetrahydrobenzo[b][1,4]oxazepin-3-yl)-4-phenoxypyridineamide